COC1=CC=C(C=C1)N1C2=C(N=C(C1=O)C1=CC(=C(C=C1)[N+](=O)[O-])NC)C=CC(=N2)OCC(F)(F)F 4-(4-methoxyphenyl)-2-(3-(methylamino)-4-nitrophenyl)-6-(2,2,2-trifluoroethoxy)pyrido[2,3-b]pyrazin-3(4H)-one